7-[4-(α-D-mannopyranosyloxy)-5-methyl-2-nitrophenoxy]quinoline [C@H]1([C@@H](O)[C@@H](O)[C@H](O)[C@H](O1)CO)OC1=CC(=C(OC2=CC=C3C=CC=NC3=C2)C=C1C)[N+](=O)[O-]